3-((2-aminoethyl)amino)-N-(4,5-dimethylthiazol-2-yl)-2-methylbenzamide NCCNC=1C(=C(C(=O)NC=2SC(=C(N2)C)C)C=CC1)C